3-Methyl-5-(N-phenethyl-N-(2-(4-pyridylpiperazin-1-yl)phenyl)sulfamoyl)benzofuran-2-carboxylic acid CC1=C(OC2=C1C=C(C=C2)S(N(C2=C(C=CC=C2)N2C(CNCC2)C2=CC=NC=C2)CCC2=CC=CC=C2)(=O)=O)C(=O)O